5-Bromo-2-(trifluoro-methoxy)-pyridine BrC=1C=CC(=NC1)OC(F)(F)F